3-(benzo[b]thienyl)-1-methylindolizidine S1C2=C(C=C1C1CC(C3CCCCN13)C)C=CC=C2